(RS)-4-Cyano-N-(4-pyrrolidin-3-yl-phenyl)-benzamid C(#N)C1=CC=C(C(=O)NC2=CC=C(C=C2)[C@@H]2CNCC2)C=C1 |r|